[1-(1H-indol-3-yl)-2-methylpropan-2-yl]-2-(pyridin-4-yl)pyrido[3,4-d]pyrimidin-4-amine N1C=C(C2=CC=CC=C12)CC(C)(C)C1=CN=CC=2N=C(N=C(C21)N)C2=CC=NC=C2